CC1=C(C=2N(C=C1C1=C(C=3C(=CN=C(C3F)N3[C@@H](CN(CC3)CC(=O)N)C)N1)C(C)C)N=CN2)C (R)-2-(4-(2-(7,8-Dimethyl-[1,2,4]triazolo[1,5-a]pyridin-6-yl)-4-fluoro-3-isopropyl-1H-pyrrolo[2,3-c]pyridin-5-yl)-3-methylpiperazin-1-yl)acetamid